CC=1C2=CCCC2=CC=CC1 4-methyl-dihydro-azulene